CC(C)(C)C1=CC=C(C=C1)C(CC(=O)C1=CC=C(C=C1)OC)=O 1-[4-(1,1-dimethyl-ethyl)phenyl]-3-(4-methoxyphenyl)propane-1,3-dione